CNC(=O)C=1N=C(C2=CC=C(C=C2C1)N1C(CN(CC1)C)=O)N1CCCC2=CC(=C(C=C12)C(F)F)C=1C=NN(C1)C 1-[7-difluoromethyl-6-(1-methyl-1H-pyrazol-4-yl)-3,4-dihydro-2H-quinolin-1-yl]-6-(4-methyl-2-oxo-piperazin-1-yl)-isoquinoline-3-carboxylic acid methylamide